1-methyl-3-(trifluoromethyl)-N-[2'-(trifluoromethyl)-biphenyl-2-yl]-1H-pyrazole-4-carboxamide CN1N=C(C(=C1)C(=O)NC1=C(C=CC=C1)C1=C(C=CC=C1)C(F)(F)F)C(F)(F)F